(5S,7R,8R,9S,10R)-8-hydroxy-7-(hydroxymethyl)-3-methyl-9-(4-(3,4,5-trifluorophenyl)-1H-1,2,3-triazol-1-yl)-1,6-dioxaspiro[4.5]dec-10-ylpicolinate O[C@H]1[C@H](O[C@@]2(CC(CO2)C)[C@@H]([C@H]1N1N=NC(=C1)C1=CC(=C(C(=C1)F)F)F)OC(C1=NC=CC=C1)=O)CO